N1=C(C=CC=C1C1=NC2=C3C(=CC=C2C(=N1)C1=CC=CC=C1)C=CC=C3)C3=NC1=C2C(=CC=C1C(=N3)C3=CC=CC=C3)C=CC=C2 2,2'-(pyridine-2,6-diyl)bis[4-phenylbenzo[h]quinazoline]